[2-methyl-6-(trifluoromethyl)pyrimidin-4-yl]-4-oxo-3,4-dihydroquinazolin CC1=NC(=CC(=N1)C1=NC2=CC=CC=C2C(N1)=O)C(F)(F)F